4-(4-(aminomethyl)-3-methylphenyl)-N-(1-methyl-1H-pyrazol-4-yl)pyrimidin-2-amine NCC1=C(C=C(C=C1)C1=NC(=NC=C1)NC=1C=NN(C1)C)C